methyl 2-((4-(3-((4-cyano-2-fluorobenzyl) oxy) phenoxy) piperidin-1-yl) methyl)-1-((1-(cyanomethyl) cyclopropyl) methyl)-4-fluoro-1H-benzo[d]imidazole-6-carboxylate C(#N)C1=CC(=C(COC=2C=C(OC3CCN(CC3)CC3=NC4=C(N3CC3(CC3)CC#N)C=C(C=C4F)C(=O)OC)C=CC2)C=C1)F